N4-(1-(tert-Butylsulfonyl)-4-fluoroindolin-6-yl)-N2-(4-fluoro-5-(1-methylpiperidin-4-yl)pyridin-2-yl)-5-methylpyrimidine-2,4-diamine C(C)(C)(C)S(=O)(=O)N1CCC2=C(C=C(C=C12)NC1=NC(=NC=C1C)NC1=NC=C(C(=C1)F)C1CCN(CC1)C)F